ONCC1=CC=C(NC2=CC=C(C=C2)N2C(CCCC2)C)C=C1 4-((hydroxyamino)methyl)-N-(4-(2-methylpiperidin-1-yl)phenyl)aniline